2-tert-Butyl 8-ethyl 8,11,11-trifluoro-3,4,8,9,10,11-hexahydro-1H-pyrido[4',3':3,4]pyrazolo[1,5-a]azepine-2,8(7H)-dicarboxylate FC1(CCC(C=2N(C1)N=C1C2CN(CC1)C(=O)OC(C)(C)C)(F)F)C(=O)OCC